C1(CCC1)C=1C=NN(C1)C1=NC(=C2N=C(N(C2=N1)CC)N1CC(N(CC1)C)=O)N1CCOCC1 4-(2-(4-cyclobutyl-1H-pyrazol-1-yl)-9-ethyl-6-morpholino-9H-purin-8-yl)-1-methylpiperazin-2-one